[2-methyl-4-[[3-[3-(trifluoromethyl)-1H-pyrazol-4-yl]imidazo[1,2-a]pyrazin-8-yl]amino]phenyl]-[4-[rac-(3R,5R)-5-hydroxypiperidine-3-carbonyl]piperazin-1-yl]methanone CC1=C(C=CC(=C1)NC=1C=2N(C=CN1)C(=CN2)C=2C(=NNC2)C(F)(F)F)C(=O)N2CCN(CC2)C(=O)[C@H]2CNC[C@@H](C2)O |r|